BrC=1C=NN2C1N=C(C=C2)N2[C@H](CCC2)C2=C(C=CC(=C2)Cl)F (R)-3-bromo-5-(2-(5-chloro-2-fluorophenyl)pyrrolidine-1-yl)pyrazolo[1,5-a]Pyrimidine